N1C=NC2=C1C=C(C=C2)C(=O)[O-] 1H-benzo[d]-imidazole-6-carboxylate